ClC1=CC=C(CC2C(N(CC2)C2=CC=C(C=C2)C2=CC=NC=C2)=O)C=C1 3-(4-chlorobenzyl)-1-(4-(pyridin-4-yl)phenyl)pyrrolidin-2-one